FC(=CCN1C(N(C(N(C1=O)CC=C(F)F)=O)CC=C(F)F)=O)F 1,3,5-tris(3,3-difluoroprop-2-enyl)-1,3,5-triazinane-2,4,6-trione